BrC=1C=C(C=NC1F)N1N=C(C=CC1=O)C(=O)OC methyl 1-(5-bromo-6-fluoro-3-pyridyl)-6-oxo-1,6-dihydropyridazine-3-carboxylate